(E)-1-[4-[[5-[2-(3-chlorophenylamino)pyrimidin-5-yl]-3-pyridinyl]amino]-1-piperidinyl]-4-(dimethylamino)but-2-en-1-one ClC=1C=C(C=CC1)NC1=NC=C(C=N1)C=1C=C(C=NC1)NC1CCN(CC1)C(\C=C\CN(C)C)=O